3β-(pyridin-4-yloxy)-17-(1H-benzimidazol-1-yl)androsta-5,16-diene N1=CC=C(C=C1)O[C@@H]1CC2=CC[C@H]3[C@@H]4CC=C([C@@]4(C)CC[C@@H]3[C@]2(CC1)C)N1C=NC2=C1C=CC=C2